1H-1,2,4-triazolium [NH2+]1N=CN=C1